CC1=NOC(=C1)CNC(=O)[C@@H]1CN(CC[C@H]1NC(=O)C1=NOC(=C1)C1=C(C=C(C=C1)F)F)C1CCCCC1 (3R,4R)-1-cyclohexyl-4-{[5-(2,4-difluoro-phenyl)-isoxazole-3-carbonyl]-amino}-piperidine-3-carboxylic acid (3-methyl-isoxazol-5-ylmethyl)-amide